Cl.C[C@H]1NCC=2N(C1)N=C(C2C2=CC=NC=C2)C2=CC1=CC=CC=C1C=C2 |r| (RS)-6-methyl-2-(naphthalen-2-yl)-3-(pyridin-4-yl)-4,5,6,7-tetrahydropyrazolo[1,5-a]pyrazine hydrogen chloride